4-cyclobutoxy-N-(2,6-dichlorophenyl)-2-{[1-(2-hydroxyethyl)-1H-pyrazol-4-yl]amino}pyrimidine-5-carboxamide C1(CCC1)OC1=NC(=NC=C1C(=O)NC1=C(C=CC=C1Cl)Cl)NC=1C=NN(C1)CCO